[I-].[NH+]1=CC=CC2=CC=CC=C12 quinolin-1-ium iodide